C12(CC3CC(CC(C1)C3)C2)NCC=2N=C(SC2)CNC2=CC=C(C=C2)N2C(NC(CC2)=O)=O 1-(4-(((4-(((adamantan-1-yl)amino)methyl)thiazol-2-yl)methyl)amino)phenyl)dihydropyrimidine-2,4(1H,3H)-dione